C1(CC1)C(=O)NC1=NC=C(C(=O)NC([2H])([2H])[2H])C(=C1)NC1=C2N(CC=3N(C2=CC=C1)N=C(C3)C)C 6-(cyclopropanecarboxamido)-4-((2,5-dimethyl-4,5-dihydropyrazolo[1,5-a]quinoxalin-6-yl)amino)-N-(methyl-d3)nicotinamide